C(C)(C)N1[C@@H](CCC1)CO ((S)-1-isopropylpyrrolidin-2-yl)methanol